4-(((trans)-4-(4-(2-cyclohexylethoxy)phenyl)cyclohexyl)oxy)-1H-1,2,3-triazole-5-carboxylic acid C1(CCCCC1)CCOC1=CC=C(C=C1)[C@@H]1CC[C@H](CC1)OC=1N=NNC1C(=O)O